7-methoxy-2-benzofuran-carboxylic acid COC1=CC=CC=2C=C(OC21)C(=O)O